2-(6-{[(3R,4S)-3-fluoro-2,2,6,6-tetramethylpiperidin-4-yl]oxy}pyridazin-3-yl)-5-(1H-pyrazol-4-yl)pyridin-3-ol hydrochloride Cl.F[C@@H]1C(NC(C[C@@H]1OC1=CC=C(N=N1)C1=NC=C(C=C1O)C=1C=NNC1)(C)C)(C)C